di-tert-butyl [2-cyano-6-(dimethylamino)phenyl]-2-imidodicarbonate C(#N)C1=C(C(=CC=C1)N(C)C)N(C(=O)OC(C)(C)C)C(=O)OC(C)(C)C